2-bromo-3-fluoro-phenol BrC1=C(C=CC=C1F)O